(p-methoxystyryl)-N-(2-methyl-3-carboxyphenyl)nitrone tert-butyl-(5-(3-(4-methoxybenzyl)ureido)pentyl)carbamate C(C)(C)(C)N(C(O)=O)CCCCCNC(=O)NCC1=CC=C(C=C1)OC.COC1=CC=C(C=CC=[N+]([O-])C2=C(C(=CC=C2)C(=O)O)C)C=C1